5-bromo-3,3-difluoro-2H-benzofuran BrC=1C=CC2=C(C(CO2)(F)F)C1